ClC1=CC=C(OC2=CC(=C(C=C2)C2(CO2)C)C(F)(F)F)C=C1 2-[4-(4-chlorophenoxy)-2-trifluoromethyl-phenyl]-2-methyl ethylene oxide